CN(C1=CC=CC2=CC=CC(=C12)N(C)C)C 1,8-bis-(dimethylamino)naphthaline